(R)-N-((3-chloro-2,4-difluorophenyl)(5-chloro-6-cyclopropylpyridin-3-yl)methyl)-2-methylpropane-2-sulfinamide ClC=1C(=C(C=CC1F)C(N[S@](=O)C(C)(C)C)C=1C=NC(=C(C1)Cl)C1CC1)F